(bromodifluoromethyl)(2-(4-isopropylbenzenesulfonyl) ethyl) selenide BrC(F)(F)[Se]CCS(=O)(=O)C1=CC=C(C=C1)C(C)C